2,4,6-tribromopyridine-1-oxide hydrobromide Br.BrC1=[N+](C(=CC(=C1)Br)Br)[O-]